C(C)OP(=O)(OCC)CC1=NC2=C(N1CC1=CN=CS1)C=C(C=C2)C(=O)OC methyl 2-((diethoxyphosphoryl)methyl)-1-(thiazol-5-ylmethyl)-1H-benzo[d]imidazole-6-carboxylate